F[C@@H]1C(NC(C[C@@H]1N1CCC2=C1N=NC(=C2)C2=C(C=C1C=C(C=NC1=C2)C)O)(C)C)(C)C 7-{7-[(3S,4S)-3-fluoro-2,2,6,6-tetramethylpiperidin-4-yl]-6,7-dihydro-5H-pyrrolo[2,3-c]pyridazin-3-yl}-3-methylquinolin-6-ol